[2H]C([2H])C([2H])(C([2H])([2H])[2H])O Isopropanol-d6